CC1=CC=C(C=C1)OOC1=CC=C(C=C1)C di(4-methylphenyl) peroxide